N-methyl-7-(2-methylthiazol-5-yl)-N-(2,2,6,6-tetramethylpiperidin-4-yl)-5H-isochromeno[3,4-d]thiazol-2-amine CN(C=1SC2=C(N1)OCC=1C=C(C=CC12)C1=CN=C(S1)C)C1CC(NC(C1)(C)C)(C)C